para-xylylenedicarboxamide C1(=CC=C(C=C1)CC(=O)N)CC(=O)N